6-(1-Isopropyl-1H-pyrazol-3-yl)-N-(((1s,3s)-3-methoxycyclobutyl)methyl)-5-methyl-2-(1-methyl-1H-imidazol-2-yl)thieno[2,3-d]pyrimidin-4-amine C(C)(C)N1N=C(C=C1)C1=C(C2=C(N=C(N=C2NCC2CC(C2)OC)C=2N(C=CN2)C)S1)C